NCC1=CC=C(C=C1)N1C(=NC=2C1=NC(=CC2)C=2C=C(C=CC2)NS(=O)(=O)C)C=2C(=NC=CC2)N N-(3-(3-(4-(aminomethyl)phenyl)-2-(2-aminopyridin-3-yl)-3H-imidazo[4,5-b]pyridin-5-yl)phenyl)methanesulfonamide